CN([C@H]1CN(CC1)C1=C(C=C(C(=C1)OC)NC1=NC=NC(=C1)N1OCC[C@@H]1C1=CC(=CC=C1)F)NC(C=C)=O)C N-(2-((R)-3-(dimethylamino)pyrrolidine-1-yl)-5-((6-((R)-3-(3-fluorophenyl)isoxazolidine-2-yl)pyrimidine-4-yl)amino)-4-methoxyphenyl)acrylamide